ClC1=CC=C(C=C1)C1CN(CCN1C(CNC(\C=C\C1=C(C=C(C=C1)C(F)(F)F)F)=O)=O)CCC(C(=O)O)(C)C 4-[3-(4-chlorophenyl)-4-[2-[[(E)-3-[2-fluoro-4-(trifluoromethyl)phenyl]prop-2-enoyl]amino]acetyl]piperazin-1-yl]-2,2-dimethylbutanoic acid